N-((2-(6-(4,7-diazaspiro[2.5]octan-7-yl)pyridin-2-yl)-1,6-naphthyridin-7-yl)methyl)-3-fluoro-5-(methylsulfonyl)benzamide C1CC12NCCN(C2)C2=CC=CC(=N2)C2=NC1=CC(=NC=C1C=C2)CNC(C2=CC(=CC(=C2)S(=O)(=O)C)F)=O